2,2'-bis(diphenylphosphino)-1,1'-binaphthyl-methanesulfonic acid palladium [Pd].C1(=CC=CC=C1)P(C1(C(=C2C=CC=CC2=CC1)C1=C(C=CC2=CC=CC=C12)P(C1=CC=CC=C1)C1=CC=CC=C1)CS(=O)(=O)O)C1=CC=CC=C1